NC1(CCC=2C=C(C(=C(C2C1)F)N1CC(NS1(=O)=O)=O)O)CCCC(C)C 5-[7-amino-1-fluoro-3-hydroxy-7-(4-methylpentyl)-5,6,7,8-tetrahydronaphthalen-2-yl]-1λ6,2,5-thiadiazolidine-1,1,3-trione